(S)-6-(4-(2-hydroxy-1-phenylethylamino)-5-(3-(pyridin-4-yl)-1,2,4-oxadiazol-5-yl)pyrimidin-2-ylamino)-2,2-dimethylbenzofuran-3(2H)-one OC[C@H](C1=CC=CC=C1)NC1=NC(=NC=C1C1=NC(=NO1)C1=CC=NC=C1)NC1=CC2=C(C(C(O2)(C)C)=O)C=C1